((1R,5S,6R)-6-formyl-3-azabicyclo[3.1.0]hexan-3-yl)pyridazine-3-carboxamide C(=O)C1[C@H]2CN(C[C@@H]12)C1=C(N=NC=C1)C(=O)N